cysteine Methyl ester COC([C@@H](N)CS)=O